C1(=CC=CC=C1)C(=CC1=CC=C(C=C1)C1=CC=C(C=C1)C=C(C1=CC=CC=C1)C1=CC=CC=C1)C1=CC=CC=C1 4,4'-di(2,2-diphenylvinyl)-1,1'-biphenyl